2-((cis)-3-(benzyloxy)cyclobutoxy)acetic acid tert-butyl ester C(C)(C)(C)OC(CO[C@@H]1C[C@@H](C1)OCC1=CC=CC=C1)=O